N1=CC=C(C=C1)CNC(=O)N 1-(pyridin-4-ylmethyl)urea